6-(1H-IMIDAZOL-1-YL)QUINAZOLINE N1(C=NC=C1)C=1C=C2C=NC=NC2=CC1